CN(S(=O)(=O)C1=CC(=CC=C1)C(=O)N/N=C(\C)/C1=CC2=CC=CC=C2C=C1)C (E)-N,N-dimethyl-3-(2-(1-(naphthalen-2-yl)ethylidene)hydrazine-1-carbonyl)benzenesulfonamide